2-chloro-5-fluoro-4-methoxypyridine ClC1=NC=C(C(=C1)OC)F